COC1=CC=C(C=C1)C1=C[C@@H](CCC1)O (R)-4'-methoxy-3,4,5,6-tetrahydro-[1,1'-biphenyl]-3-ol